(4-(4-(4-cyanopiperidin-1-yl)-4-oxobutyl)-1-phenyl-1H-imidazol-2-yl)-3-(1-methyl-1H-pyrazol-4-yl)benzamide C(#N)C1CCN(CC1)C(CCCC=1N=C(N(C1)C1=CC=CC=C1)C1=C(C(=O)N)C=CC=C1C=1C=NN(C1)C)=O